3-piperazin-1-yl-1-[4-(trifluoromethoxy)phenyl]-5,6-dihydro-4H-cyclopenta[c]pyrazole N1(CCNCC1)C=1C2=C(N(N1)C1=CC=C(C=C1)OC(F)(F)F)CCC2